3-(ethoxymethyl)-3-phenethyl-1-(2-(thiophen-2-yl)benzyl)pyrrolidine C(C)OCC1(CN(CC1)CC1=C(C=CC=C1)C=1SC=CC1)CCC1=CC=CC=C1